COC=1C=C2C(=NC(=NC2=CC1OCCCN1CCCC1)N)NCN1CCNCC1 6-methoxy-N4-(piperazin-1-ylmethyl)-7-(3-(pyrrolidin-1-yl)propoxy)quinazoline-2,4-diamine